N-((3R,4S)-3-hydroxytetrahydro-2H-pyran-4-yl)-6-((6-(1-methyl-1H-pyrazol-4-yl)pyridin-3-yl)methyl)-5-oxo-5,6-dihydroimidazo[1,2-c]pyrimidine-8-carboxamide O[C@H]1COCC[C@@H]1NC(=O)C=1C=2N(C(N(C1)CC=1C=NC(=CC1)C=1C=NN(C1)C)=O)C=CN2